BrC=1C=C2C(=CNC2=CC1Cl)S(=O)(=O)NC1=C(C=C(C=C1)C#N)F 5-bromo-6-chloro-N-(4-cyano-2-fluorophenyl)-1H-indole-3-sulfonamide